1,4-bis(3-methylimidazolium-1-yl)butane dibromide [Br-].[Br-].C[N+]1=CN(C=C1)CCCCN1C=[N+](C=C1)C